ClC1=C(C=C(N)C(=C1)Cl)F 4,6-dichloro-3-fluoroaniline